BrC1=C(C(=O)OC)C=C(C=C1C)B1OC(C(O1)(C)C)(C)C methyl 2-bromo-3-methyl-5-(4,4,5,5-tetramethyl-1,3,2-dioxaborolan-2-yl)benzoate